NC1=C(C=NN1C(F)F)S(=O)(=O)NC=1C=CC=C2C(=CNC12)C#N 5-amino-N-(3-cyano-1H-indol-7-yl)-1-(difluoromethyl)pyrazole-4-sulfonamide